Ethyl (Z)-2-fluoro-4-oxopent-2-enoate F\C(\C(=O)OCC)=C/C(C)=O